(E)-4-methyl-3-(2,4,7-trimethyl-1-oxooctan-2,6-dien-4-yl)benzonitrile CC1=C(C=C(C#N)C=C1)C(/C=C(/C=O)\C)(CC=C(C)C)C